FC1=C(C=CC(=C1)F)C1=CC(=C(C=C1)OC)NC1=NC=NC2=CC(=C(C=C12)O[C@@H]1[C@H](CN(CC1)C(C=C)=O)F)OC 1-((3S,4S)-4-((4-((2',4'-difluoro-4-methoxy-[1,1'-biphenyl]-3-yl)amino)-7-methoxy-quinazolin-6-yl)oxy)3-fluoropiperidin-1-yl)prop-2-en-1-one